cobalt (triphenylphosphine) dichloride [Cl-].[Cl-].C1(=CC=CC=C1)P(C1=CC=CC=C1)C1=CC=CC=C1.[Co+2]